OC(COC(C=CC1(CC(=CC=C1)OC1=CC=C(C=C1)N)OC1=CC=C(C=C1)N)=O)CO 1,3-bis(4-aminophenyloxy)benzeneacrylic acid-2,3-dihydroxypropyl ester